OC(C)(C)C1=C2C(NC(C2=CC=C1)=O)OCC1(COC1)C 4-(2-hydroxypropan-2-yl)-3-[(3-methyloxetan-3-yl)methoxy]-2,3-dihydro-1H-isoindol-1-one